CC1CCC(N(C1)C(C(=O)O)=O)C=1C=CC2=C3N(N=C2C1)CCN(C3)C (5-methyl-2-(2-methyl-1,2,3,4-tetrahydropyrazino[1,2-b]indazol-8-yl)piperidin-1-yl)-2-oxoacetic acid